NCCOCCOCC(=O)O.COC1=C(C=C(C=C1)C=CC)OC 1,2-dimethoxy-4-(1-propenyl)benzene 2-(2-(2-aminoethoxy)ethoxy)acetate